(R)-7-(3-(imidazo[1,2-a]pyridin-3-yl)piperazin-1-yl)-5-isopropyl-3H-imidazo[4,5-b]pyridine N=1C=C(N2C1C=CC=C2)[C@H]2CN(CCN2)C2=C1C(=NC(=C2)C(C)C)NC=N1